C1(CC1)C1=C(C(=NO1)C1=C(C=NC=C1Cl)Cl)C1=CC2(C1)CCN(CC2)C=2SC1=NC(=CC=C1N2)C(=O)O 2-(2-(5-cyclopropyl-3-(3,5-dichloropyridin-4-yl)isoxazol-4-yl)-7-azaspiro[3.5]non-1-en-7-yl)thiazolo[5,4-b]pyridine-5-carboxylic acid